tert-butyl ((1r,4r)-4-(3-(6-(4-fluoro-2-methoxyphenyl)pyrimidin-4-yl) ureido)cyclohexyl)carbamate FC1=CC(=C(C=C1)C1=CC(=NC=N1)NC(NC1CCC(CC1)NC(OC(C)(C)C)=O)=O)OC